NCCC[Si](C)(C)O 3-Aminopropyl(hydroxydimethylsilan)